2,2,2-trifluoroethyl 2-chloro-2-oxoacetate ClC(C(=O)OCC(F)(F)F)=O